2-methoxy-2-(3,4,5-trimethoxyphenyl)ethylamine COC(CN)C1=CC(=C(C(=C1)OC)OC)OC